3'-(methylsulfonyl)-[1,1'-biphenyl]-4-carboxylic Acid CS(=O)(=O)C=1C=C(C=CC1)C1=CC=C(C=C1)C(=O)O